C(C)(=O)N1CCC2=CC(=CC=C12)NC=1C(=C(C=CC1)[C@@]1(CC(N(C(N1)=N)C1CCOCC1)=O)C)Cl (6S)-6-{3-[(1-Acetylindolin-5-yl)amino]-2-chlorophenyl}-2-imino-6-methyl-3-(tetrahydropyran-4-yl)hexahydropyrimidin-4-one